N1CC[C@@H]2[C@H]1CN(CC2)C2=NC1=C(N2CC2=NC=C(C#N)C=C2)C=CC=C1 6-((2-((3as,7as)-hexahydro-1H-pyrrolo[2,3-c]pyridin-6(2H)-yl)-1H-benzo[d]imidazol-1-yl)methyl)nicotinonitrile